N1C(=NC2=C1C=CC=C2)C=2C=C(C=CC2)N(C2=NC=C(C=N2)C2=CC(=CC=C2)F)C N-[3-(1H-benzo[d]imidazol-2-yl)phenyl]-5-(3-fluorophenyl)-N-methylpyrimidin-2-amine